1-N-[[(3aS,7aS)-3a-(3,4-dimethoxyphenyl)-1-methyl-2,3,4,5,7,7a-hexahydroindol-6-ylidene]amino]pyridine-3-carboxamide COC=1C=C(C=CC1OC)[C@@]12CCN([C@H]2CC(CC1)=NN1CC(=CC=C1)C(=O)N)C